CC1(CC=2N(CC1)N=C(C2)C(=O)OC)C methyl 5,5-dimethyl-6,7-dihydro-4H-pyrazolo[1,5-a]pyridine-2-carboxylate